CC1=C(CNC=2C=3N(C=C(C2)NC(=O)NCC)C(=C(N3)C)C)C(=CC=C1)C 1-(8-((2,6-dimethylbenzyl)amino)-2,3-dimethylimidazo[1,2-a]pyridin-6-yl)-3-ethylurea